ClC1=CC=C(C=C1)C1=CC=CC(=N1)OC=1C=CC(=C(C1)O)F 5-{[6-(4-chlorophenyl)pyridin-2-yl]oxy}-2-fluorophenol